ClC=1C=C2C=C(C(NC2=CC1OCC1CC(C1)(F)F)=O)C=O 6-chloro-7-((3,3-difluorocyclobutyl)methoxy)-2-oxo-1,2-dihydroquinoline-3-carbaldehyde